5-{5H,6H,7H,8H,9H-[1,2,4]triazolo[4,3-a]azepin-3-yl}-1H-pyrrolo[2,3-b]pyridine N=1N=C(N2C1CCCCC2)C=2C=C1C(=NC2)NC=C1